ClC=1C=C(C=CC1)NC1=NC=2C(C3=CN=CC=C13)=NN1C2C=NC=C1 N-(3-chlorophenyl)pyrazino[1',2':1,5]pyrazolo[4,3-c][2,6]naphthyridin-5-amine